C(C1=CC=CC=C1)OCOCCCC(CC(CC(CC(CC(CC(CCCBr)C)C)C)C)C)C 17-bromo-4,6,8,10,12,14-hexamethylheptadecyl benzyloxymethyl ether